5-(1-(2-(6-(Trifluoromethyl)imidazo[1,2-a]pyrazin-3-yl)pyrimidin-4-yl)piperidin-3-yl)isoxazole FC(C=1N=CC=2N(C1)C(=CN2)C2=NC=CC(=N2)N2CC(CCC2)C2=CC=NO2)(F)F